biphenyl-2,5-diamine C=1(C(=CC=C(C1)N)N)C1=CC=CC=C1